N1=CC(=CC=C1)CC1N2CCC(C1C1=CC(C(N=N1)C=1C=C3C=CNC3=CC1)=O)CC2 Trans-5-[6-[2-(3-pyridylmethyl)quinuclidin-3-yl]oxopyridazin-3-yl]-1H-indole